C1(CCCCC1)CN1CCN(CC1)C1CC2=C(N(N=C2CC1)C1=NC=CC=C1)O 5-(4-(Cyclohexylmethyl)piperazin-1-yl)-2-(pyridin-2-yl)-4,5,6,7-tetrahydro-2H-indazol-3-ol